ClC1=C(C=CC=C1)C1N(C(CC1)=O)NC(C(=O)OCC)=N ethyl 2-[[2-(2-chlorophenyl)-5-oxo-pyrrolidin-1-yl] amino]-2-imino-acetate